2-[(3-fluorophenoxy)methyl]-6,7-dihydro-5-[(1R)-1,2,2-trimethylpropyl]-thiazolo[5,4-c]pyridin-4(5H)-one FC=1C=C(OCC=2SC=3C(N(CCC3N2)[C@@H](C(C)(C)C)C)=O)C=CC1